OC1CC(CCC1O)C(=O)O 3,4-dihydroxycyclohexanecarboxylic acid